(R)-(1-(3-(4-(2-amino-6-isopropylpyrimidin-4-yl)piperazin-2-yl)-4-bromophenyl)azetidin-3-yl)methanol NC1=NC(=CC(=N1)N1C[C@H](NCC1)C=1C=C(C=CC1Br)N1CC(C1)CO)C(C)C